C1=CCOS1(=O)=O propensulton